COC1=C(C=C(C(=C1)SCCOC)OC)CCN 2-[2,5-dimethoxy-4-(2-methoxyethylsulfanyl)phenyl]ethanamine